C[C@@H]1C2=C(C3=C(C=C(C=C3)OC)OC2=O)O[C@]1(C)CC/C=C(\\C)/CC4=CC(=CO4)C The molecule is a furanocoumarin that is 2,3-dihydrofuro[3,2-c]coumarin substituted by methoxy group at position 7, methyl group at positions 2 and 3 (relatively trans configuration) and a 4-methyl-5-(4-methyl-2-furyl)-3(E)-pentenyl moiety at position 2. Isolated from the roots of Ferula fukanensis, it inhibits production of nitric oxide (NO). It has a role as a metabolite and an EC 1.14.13.39 (nitric oxide synthase) inhibitor. It is an aromatic ether, a member of furans, a sesquiterpenoid and a furanocoumarin.